NCC(=O)N1C(C=2N(CC1)C(=C(N2)C2=CC=C(C=C2)F)NC2=C(C=CC(=C2)C(F)(F)F)Cl)(C)C 2-amino-1-(3-((2-chloro-5-(trifluoromethyl)phenyl)amino)-2-(4-fluorophenyl)-8,8-dimethyl-5,6-dihydroimidazo[1,2-a]pyrazin-7(8H)-yl)ethan-1-one